C(C)(C)(C)OC(=O)N[C@H]1CSC2=C(N(C1=O)CC1=CC=C(C=C1)OC1=CC=CC=C1)C=CC=C2 (3R)-3-(tert-Butoxycarbonylamino)-4-oxo-5-(4-phenoxybenzyl)-2,3-dihydro-1,5-benzothiazepine